(R)-1-(2,5-difluoropyridin-3-yl)ethyl (4-(5-(1-cyanocyclopropane-1-carboxamido) pyrimidin-2-yl)-1-methyl-1H-pyrazol-5-yl)carbamate C(#N)C1(CC1)C(=O)NC=1C=NC(=NC1)C=1C=NN(C1NC(O[C@H](C)C=1C(=NC=C(C1)F)F)=O)C